C1(CC1)C=1C=2C(=CC(=NC2C(N2C1SC(CC2C(=O)O)C2=C(C=CC=C2)[N+](=O)[O-])=O)C2=CC=C(C=C2)[N+](=O)[O-])C2=CC=CC=C2 11-cyclopropyl-2-(2-nitrophenyl)-8-(4-nitrophenyl)-6-oxo-10-phenyl-2,3,4,6-tetrahydro-[1,3]thiazino[2,3-g][1,7]naphthyridine-4-carboxylic acid